1-(Tert-butyl)-N-(5-(8-(3,6-dihydro-2H-pyran-4-yl)imidazo[1,2-b]pyridazin-6-yl)-2-fluoro-4-methylphenyl)-5-fluoro-1H-pyrazole-4-carboxamide C(C)(C)(C)N1N=CC(=C1F)C(=O)NC1=C(C=C(C(=C1)C=1C=C(C=2N(N1)C=CN2)C=2CCOCC2)C)F